3-[4-[[cyclopropyl-(propylsulfamoyl)amino]methyl]phenyl]-5-(trifluoromethyl)-1,2,4-oxadiazole C1(CC1)N(S(NCCC)(=O)=O)CC1=CC=C(C=C1)C1=NOC(=N1)C(F)(F)F